C1(CCC(CCCCCCCC)O1)=S γ-thiolaurolactone